3-(Pyridazin-3-ylsulfanyl)isonicotinic acid N1=NC(=CC=C1)SC1=C(C(=O)O)C=CN=C1